[6-[(3,5-difluoro-2-pyridinyl)methyl]-2-azaspiro[3.3]heptan-2-yl]-[(3R)-3-(tetrazol-1-yl)pyrrolidin-1-yl]methanone FC=1C(=NC=C(C1)F)CC1CC2(CN(C2)C(=O)N2C[C@@H](CC2)N2N=NN=C2)C1